Natrium 3-(4-chloro-2-methoxy-6-methylphenyl)-2-oxo-7,11,14-trioxa-1-azadispiro[4.2.58.25]pentadec-3-en-4-olat ClC1=CC(=C(C(=C1)C)C=1C(NC2(C1[O-])COC1(CCOCC1)OC2)=O)OC.[Na+]